tri(dimethylamino)phosphine CN(C)P(N(C)C)N(C)C